2-oxo-1-(pyridin-2-yl)-7-(trifluoromethyl)-1,2-dihydroquinoline-3-carboxylate O=C1N(C2=CC(=CC=C2C=C1C(=O)[O-])C(F)(F)F)C1=NC=CC=C1